C1(CC1)C=1N=CN(C1)C=1C(=CC(=C(C1)NC(C1=NC(=CC=C1)C1=NN=CN1C1CC1)=O)F)C N-(5-(4-cyclopropyl-1H-imidazol-1-yl)-2-fluoro-4-methylphenyl)-6-(4-cyclopropyl-4H-1,2,4-triazol-3-yl)picolinamide